N-(o-tolylsulfonyl)-2-[(4S)-2,2,4-trimethylpyrrolidin-1-yl]Pyridine-3-carboxamide C1(=C(C=CC=C1)S(=O)(=O)NC(=O)C=1C(=NC=CC1)N1C(C[C@@H](C1)C)(C)C)C